methyl-((methyl)oxo-lambda6-sulfanylidene)-L-valinamide C[C@](N=S(=O)C)(C(C)C)C(=O)N